ClC=1C=C(C=CC1C)C1=CC=C2C(C(COC2=C1)(C)C)NC(O[C@@H]1CN2CCC1CC2)=O (S)-quinuclidin-3-yl (7-(3-chloro-4-methylphenyl)-3,3-dimethylchroman-4-yl)carbamate